BrC1=CC2=C(N=CN=C2N[C@H](C)C2=C(C(=CC=C2)C(F)(F)F)C)C(N1)=O (R)-6-bromo-4-((1-(2-methyl-3-(trifluoromethyl)phenyl)ethyl)amino)-pyrido[3,4-d]pyrimidin-8(7H)-one